1H-benzo[d][1,2,3]triazole-5-carbonitrile N1N=NC2=C1C=CC(=C2)C#N